(1S,3R)-3-{3-[(1,2-oxazol-5-ylacetyl)amino]-1H-pyrazol-5-yl}cyclopentyl butylcarbamate C(CCC)NC(O[C@@H]1C[C@@H](CC1)C1=CC(=NN1)NC(CC1=CC=NO1)=O)=O